C(CC)N1C=C(C2=CC=C(C=C12)C#N)C(=O)NC=1C=C(C(=O)O)C=CC1 3-(1-propyl-6-cyano-1H-indole-3-carboxamido)benzoic acid